OCCN1C(C2C3C=CC(C2C1=O)O3)=O 2-(2-hydroxyethyl)-3a,4,7,7a-tetrahydro-4,7-epoxyisoindole-1,3-dione